C(C)(C)(C)C=1C=C2CC(CC2=CC1)N 5-(tert-butyl)-2-aminoindan